(1S)-1-[2-[3-(difluoro-methyl)-5-methyl-pyrazol-1-yl]-6-[6-fluoro-5-[(6-methyl-pyridazin-3-yl)amino]-benzimidazol-1-yl]-3-pyridyl]ethanol FC(C1=NN(C(=C1)C)C1=NC(=CC=C1[C@H](C)O)N1C=NC2=C1C=C(C(=C2)NC=2N=NC(=CC2)C)F)F